(S)-2-amino-1-((R)-3-(4-amino-(4-phenoxyphenyl)-1H-pyrazolo[3,4-d]pyrimidin-1-yl)piperidin-1-yl)-3-(1H-imidazol-4-yl)propan-1-one N[C@H](C(=O)N1C[C@@H](CCC1)N1N=C(C=2C1=NC=NC2N)C2=CC=C(C=C2)OC2=CC=CC=C2)CC=2N=CNC2